7-beta-hydroxy-propoxytetralin OC(COC1=CC=C2CCCCC2=C1)C